C(#C)C=1C(=CC=C2C=C(C=C(C12)C1=C(C=C2C=NC=NC2=C1F)C#N)O)F 7-((S)-8-ethynyl-7-fluoro-3-hydroxynaphthalen-1-yl)-8-fluoroquinazoline-6-carbonitrile